tert-butyl 3-((5-cyano-2-fluorophenyl)carbamoyl)piperidine-1-carboxylate C(#N)C=1C=CC(=C(C1)NC(=O)C1CN(CCC1)C(=O)OC(C)(C)C)F